COC1=NSC(=N1)NC(OC1=CC=CC=C1)=O phenyl (3-methoxy-1,2,4-thiadiazole-5-yl)carbamate